ClC=1C=C2C(C(=CN(C2=CC1N1[C@H](CCC1)COC1=NC=CC(=C1Cl)OC)C=1C=NC(=CC1)N1CC(C1)N(C)C)C(=O)O)=O 6-chloro-7-[(2R)-2-{[(3-chloro-4-methoxypyridin-2-yl)oxy]methyl}pyrrolidin-1-yl]-1-{6-[3-(dimethylamino)azetidin-1-yl]pyridin-3-yl}-4-oxo-1,4-dihydroquinoline-3-carboxylic acid